O=C1N(CCC(N1)=O)C1=CC=C(C=C1)NC(CCCCCCCN1CCCCC1)=O N-(4-(2,4-dioxotetrahydropyrimidin-1(2H)-yl)phenyl)-8-(piperidin-1-yl)octanamide